[Br-].NC(CSSCC(=O)NCCCC[P+](C1=CC=CC=C1)(C1=CC=CC=C1)C1=CC=CC=C1)C(=O)NCC(=O)O (4-(2-((2-amino-3-((carboxymethyl)amino)-3-oxopropyl)disulfanyl)acetamido)butyl)triphenylphosphonium bromide